ClC=1C=C(C=NC1)NC(=O)C=1C2=C(N=C(N1)N1C=NC=C1)C=CN2 N-(5-chloropyridin-3-yl)-2-(1H-imidazol-1-yl)-5H-pyrrolo[3,2-d]pyrimidine-4-carboxamide